tert-butyl 6-(8-hydroxy-7-methylisochroman-6-yl)-2,6-diazaspiro[3.4]octane-2-carboxylate OC=1C(=C(C=C2CCOCC12)N1CC2(CN(C2)C(=O)OC(C)(C)C)CC1)C